3-{4-[4-(trifluoromethoxy)butyl]-1H-1,2,3-triazol-1-yl}bicyclo[1.1.1]pentan-1-amine FC(OCCCCC=1N=NN(C1)C12CC(C1)(C2)N)(F)F